2-(3-chloropropyl)-1,3-dioxolane ClCCCC1OCCO1